1-(4-methylbenzyl)-5-(1H-tetrazol-5-yl)-1H-indole-3-carbonitrile CC1=CC=C(CN2C=C(C3=CC(=CC=C23)C2=NN=NN2)C#N)C=C1